CC(CC1=CC=CC=C1)(C)N1C=[N+](C=C1)C(CC1=CC=CC=C1)(C)C 1,3-bis(1,1-dimethyl-2-phenylethyl)imidazolium